(1-(4-nitrophenyl)azetidin-3-yl)methanol [N+](=O)([O-])C1=CC=C(C=C1)N1CC(C1)CO